C(C)(C)(C)OC(=O)N1C[C@H]([C@@H](CC1)CO)C=1C=NN(C1)C (3R,4R)-4-(hydroxymethyl)-3-(1-methyl-1H-pyrazol-4-yl)piperidine-1-carboxylic acid tert-butyl ester